3-(3-methyl-3-phenyl-3,4-dihydroisoquinolin-1-yl)quinoline Methyl-4-[(1S)-1-[[4-[2-(4-chlorophenoxy)ethylamino]tetrahydropyran-4-carbonyl]amino]ethyl]benzoate COC(C1=CC=C(C=C1)[C@H](C)NC(=O)C1(CCOCC1)NCCOC1=CC=C(C=C1)Cl)=O.CC1(N=C(C2=CC=CC=C2C1)C=1C=NC2=CC=CC=C2C1)C1=CC=CC=C1